COC(=O)C1=CC=C(C=C1)C1=CC=C(C=N1)N1C(N(C2=NC=CC=C21)[C@@H]2CN(CC2)CC=2C=C(C(=O)OC)C=CN2)=O Methyl (S)-2-((3-(1-(6-(4-(methoxycarbonyl)phenyl)pyridin-3-yl)-2-oxo-1,2-dihydro-3H-imidazo[4,5-b]pyridin-3-yl)pyrrolidin-1-yl)methyl)isonicotinate